CN1CCN(CC1)C(=O)C=1C=C2C(=NC1)NC=C2C=2C=C1C(=NC=NC1=CC2)OC2CCN(CC2)C (4-methylpiperazin-1-yl)(3-(4-((1-methylpiperidin-4-yl)oxy)quinazolin-6-yl)-1H-pyrrolo[2,3-b]pyridin-5-yl)methanone